C(C)(C)(C)OC(=O)N1C(C=2C(CC1)=C(N(N2)C)C2=CC(=CC(=C2)S(=O)(=O)/N=C/N(C)C)Cl)C 3-[3-chloro-5-[(E)-dimethylaminomethyleneamino]sulfonyl-phenyl]-2,7-dimethyl-5,7-dihydro-4H-pyrazolo[3,4-c]pyridine-6-carboxylic acid tert-butyl ester